4-(4-methyl-1,3-thiazole-5-carbonyl)piperazine CC=1N=CSC1C(=O)N1CCNCC1